2-allyl-1-[6-(4-piperidyloxy)-2-pyridyl]-6-(7-quinolylamino)-1,2-dihydro-3H-1,2,5,7-tetraazainden-3-one C(C=C)N1N(C2=NC(=NC=C2C1=O)NC1=CC=C2C=CC=NC2=C1)C1=NC(=CC=C1)OC1CCNCC1